FC(C1=NN=C(O1)C1=CC=C2CN(C(C2=C1)=O)[C@@H]([C@H](C1=CC=CC=C1)O)C1=C(C=CC=C1)F)F |r| 6-[5-(difluoromethyl)-1,3,4-oxadiazol-2-yl]-2-[(1RS,2SR)-1-(2-fluorophenyl)-2-hydroxy-2-phenylethyl]-2,3-dihydro-1H-isoindol-1-one